Br\C=C/OCC cis-1-bromo-2-ethoxyethylene